CC=1C=C2/C(/C(NC2=CC1C(=O)OC)=O)=C(\C1=CC=CC=C1)/NC1=CC=C(C=C1)S(NOCCN1CCN(CC1)C)(=O)=O (Z)-Methyl 5-methyl-3-(((4-(N-(2-(4-methylpiperazin-1-yl)ethoxy)sulfamoyl)phenyl)amino)(phenyl)methylene)-2-oxoindoline-6-carboxylate